2-(4-(2-(((R)-((R)-8-cyano-1,2,3,4-tetrahydroquinoxalin-2-yl)(phenyl)methyl)amino)ethyl)phenyl)acetic acid C(#N)C=1C=CC=C2NC[C@@H](NC12)[C@@H](C1=CC=CC=C1)NCCC1=CC=C(C=C1)CC(=O)O